3-(1-amino-2-methylpropan-2-yl)-N-(2-((4-(3-(1-methyl-1H-pyrazol-3-yl)phenyl)thiazol-2-yl)amino)-2-oxoethyl)benzamide NCC(C)(C)C=1C=C(C(=O)NCC(=O)NC=2SC=C(N2)C2=CC(=CC=C2)C2=NN(C=C2)C)C=CC1